2-cyclobutyl-N-(4-methyl-3-pyridazin-3-ylphenyl)acetamide C1(CCC1)CC(=O)NC1=CC(=C(C=C1)C)C=1N=NC=CC1